Cl.FC1=C2C=C(NC2=CC=C1OC1=CC=NC2=CC(=C(C=C12)OC)OCC1(CC1)N)C 1-[[[4-(4-fluoro-2-methyl-1H-indol-5-yl)oxy-6-methoxyquinolin-7-yl]oxy]methyl]cyclopropylamine hydrochloride